Cl.OCC(N)(CO)CO tris(hydroxymethyl)methylamine-HCl